1-(2,6-dimethoxyphenyl)-2-(6-ethoxypyridin-2-yl-1H-imidazo[4,5-b]pyrazin-6-yl)-4-hydroxycyclohexane-1-sulfonamide COC1=C(C(=CC=C1)OC)C1(C(CC(CC1)O)C1=CN=C2C(=N1)N(C=N2)C2=NC(=CC=C2)OCC)S(=O)(=O)N